4-(1-ethyl-1H-pyrazolo[4,3-b]pyridin-6-yl)-5-fluoro-N-(4-(4-isopropylpiperazin-1-yl)phenyl)pyrimidin-2-amine C(C)N1N=CC2=NC=C(C=C21)C2=NC(=NC=C2F)NC2=CC=C(C=C2)N2CCN(CC2)C(C)C